1-(tert-butyl)-3-(4-fluorophenyl)-2-(3-(4-methoxyphenyl)furan-2-yl)-1H-pyrrole C(C)(C)(C)N1C(=C(C=C1)C1=CC=C(C=C1)F)C=1OC=CC1C1=CC=C(C=C1)OC